FC(C=1C=C(C=C(C1)C(F)(F)F)[Se][Se]C1=CC(=CC(=C1)C(F)(F)F)C(F)(F)F)(F)F di(3,5-bistrifluoromethylphenyl) diselenide